5-oxazol-2-ylpyrimidine-2,4-diol O1C(=NC=C1)C=1C(=NC(=NC1)O)O